2-((2-(((tert-butoxycarbonyl)(2-(6-methoxy-3-nitropyridin-2-yl)ethyl)amino)methyl)-3,4-difluorophenyl)amino)-5-chloro-4-fluorobenzoic acid C(C)(C)(C)OC(=O)N(CCC1=NC(=CC=C1[N+](=O)[O-])OC)CC1=C(C=CC(=C1F)F)NC1=C(C(=O)O)C=C(C(=C1)F)Cl